N-(2-(4-ethylpiperazine-1-yl)-4-methoxy-5-((6-((R)-3-phenylisoxazolidine-2-yl)pyrimidine-4-yl)amino)phenyl)acrylamide C(C)N1CCN(CC1)C1=C(C=C(C(=C1)OC)NC1=NC=NC(=C1)N1OCC[C@@H]1C1=CC=CC=C1)NC(C=C)=O